tert-butyl 3-bromo-5-nitro-1H-indazole-1-carboxylate BrC1=NN(C2=CC=C(C=C12)[N+](=O)[O-])C(=O)OC(C)(C)C